3-(4-((4-methylpiperazin-1-yl)methyl)-3-(trifluoromethyl)phenyl)urea CN1CCN(CC1)CC1=C(C=C(C=C1)NC(N)=O)C(F)(F)F